FC(C1=C(CNC2=NC3=CC=CC=C3N=C2NC2CCNCC2)C=CC(=C1)C(F)(F)F)(F)F N2-(2,4-bistrifluoromethylbenzyl)-N3-(piperidin-4-yl)quinoxaline-2,3-diamine